N[C@H](CC(C)C)C(=O)N[C@H](CC(C)C)C(=O)O D-leucyl-D-leucine